N(=[N+]=[N-])CCOC=1C=C(C=CC1)B1OC(C(O1)(C)C)(C)C 2-(3-(2-azidoethoxy)phenyl)-4,4,5,5-tetramethyl-1,3,2-dioxaborolane